C(CCCCCCC)OC=1C(C(=O)[O-])=CC=CC1 Octylsalicylat